ClC=1C=C(C=C2NC(C(=NC12)CC)=O)CN1CCN(CC1)C=1C=CC(=NC1)C(=O)NC 5-(4-((8-chloro-2-ethyl-3-oxo-3,4-dihydroquinoxalin-6-yl)methyl)piperazin-1-yl)-N-methylpyridineamide